C1(CCC1)N1C(=NC2=C1C=CC(=C2)[N+](=O)[O-])C=2N(C(C(=C(N2)C(=O)OC)OC)=O)C methyl 2-(1-cyclobutyl-5-nitro-1H-1,3-benzodiazol-2-yl)-5-methoxy-1-methyl-6-oxo-1,6-dihydropyrimidine-4-carboxylate